C(C1=CC=CC=C1)OC1C(CC1)(C=O)CO[Si](C1=CC=CC=C1)(C1=CC=CC=C1)C(C)(C)C (benzyloxy)-1-(((tert-butyldiphenylsilyl)oxy)methyl)cyclobutane-1-carbaldehyde